5-bromo-1,2-diselenocyanopentane BrCCCC(C[Se]C#N)[Se]C#N